ClC1=C(C(=CC=C1)Cl)[C@@](CC)(OCOC)NC([O-])=O 1-(2,6-dichlorophenyl)-(R)-1-(methoxymethoxy)-propyl-(R)-carbamate